C(C=C)(=O)N1C[C@](CC1)(C1=C(C(=CC=C1)Cl)C)NC1=CC=C2C=CN(C(C2=C1)=O)C(C)C (S)-7-((1-Acryloyl-3-(3-chloro-2-methylphenyl)pyrrolidin-3-yl)amino)-2-isopropylisoquinolin-1(2H)-one